BrC1=CC(=C(NC1(OCC)Cl)C(=O)N)C1=NC=CN=C1NC1=C(C=CC=C1OC)OC 5-bromo-6-chloro-3-((2,6-dimethoxyphenylamino)pyrazin-2-yl)-6-ethoxypicolinamide